(R)-dispiro[indene-1,1'-cyclohexane-3',2''-[1,3]dioxolan]-3(2H)-one O1C2(OCC1)C[C@@]1(CCC2)CC(C2=CC=CC=C21)=O